ClC=1C(=C(C=CC1F)[C@@H](NC(=O)N1[C@@H](C(NCC1)=O)C)[C@@H]1COC2=CC=CC=C2C1)F |o1:8,20| (R)-N-((S or R)-(3-chloro-2,4-difluorophenyl)((R or S)-chroman-3-yl)methyl)-2-methyl-3-oxopiperazine-1-carboxamide